2-((7-Isopropyl-1-oxaspiro[4.5]dec-2-yl)oxy)ethane-1-ol copper [Cu].C(C)(C)C1CC2(CCC(O2)OCCO)CCC1